C(C)OC(=O)C=1C(=NN(C1)C1CCC2(OCCO2)CC1)OCCCSC 1-{1,4-dioxaspiro[4.5]dec-8-yl}-3-[3-(methylthio)propoxy]-1H-pyrazole-4-carboxylic acid ethyl ester